(2-amino-6-bromo-4-iodophenyl)cyclopropylcarboxamide NC1=C(C(=CC(=C1)I)Br)NC(=O)C1CC1